tin o-methylbenzenesulfonate CC1=C(C=CC=C1)S(=O)(=O)[O-].[Sn+4].CC1=C(C=CC=C1)S(=O)(=O)[O-].CC1=C(C=CC=C1)S(=O)(=O)[O-].CC1=C(C=CC=C1)S(=O)(=O)[O-]